N1=CC=C(C=C1)COC1=CC=C(CC2=NOC(=C2)C=2C(=NC=CC2)N)C=C1 3-(3-(4-(pyridin-4-ylmethoxy)benzyl)isoxazol-5-yl)pyridin-2-amine